CC1=CC=C(C=C1)S(=O)(=O)[O-].C(C)[N+](CC)(CC)CC tetraethylammonium p-toluenesulfonate salt